2,6-dichloro-5-fluoro-pyridine-3-carbonitrile ClC1=NC(=C(C=C1C#N)F)Cl